C(C)OC(C(C(=O)OCC)=CNC(=O)NC1=CC=CC=C1)=O 2-((3-phenylureido)methylene)malonic acid diethyl ester